5-chloro-2-[[6-chloro-3-(4-oxocyclohexen-1-yl)-4-quinolinyl]amino]benzoic acid ClC=1C=CC(=C(C(=O)O)C1)NC1=C(C=NC2=CC=C(C=C12)Cl)C1=CCC(CC1)=O